1,3-diaminopropane di-oleate C(CCCCCCC\C=C/CCCCCCCC)(=O)O.C(CCCCCCC\C=C/CCCCCCCC)(=O)O.NCCCN